FC1(I(C(C(C(C1(F)F)(F)F)(F)F)(F)F)C(C(C(C(C(C(F)(F)F)(F)F)(F)F)(F)F)(F)F)(F)F)F perfluorohexyl-iodinane